tert-Butyl 4-[5-bromo-4-(hydroxymethyl)pyrazol-1-yl]piperidine-1-carboxylate BrC1=C(C=NN1C1CCN(CC1)C(=O)OC(C)(C)C)CO